C(CCC)N(CCO)CCCC.P(=O)(OCC(CCCCCCCCCC)CCCCCCCC)(O)O 2-octyl-1-dodecyl phosphate dibutylethanolamine salt